3-({3-[(2S)-2-(4-chlorophenyl)-2-hydroxyethyl]-1,2,4-oxadiazol-5-yl}methyl)-1,5,6-trimethyl-1,2,3,4-tetrahydropyrimidine-2,4-dione ClC1=CC=C(C=C1)[C@H](CC1=NOC(=N1)CN1C(N(C(=C(C1=O)C)C)C)=O)O